2-(hydroxymethyl)-1-((2-(trimethylsilyl) ethoxy) methyl)-1H-imidazole-4-carboxylate OCC=1N(C=C(N1)C(=O)[O-])COCC[Si](C)(C)C